C(=O)C1=C(C=CC=C1)CC#N (2-FORMYL-PHENYL)-ACETONITRILE